2-(2-(cyclopropanesulfonamido)pyrimidin-4-yl)-N-(4-(6-(dimethylamino)pyrazin-2-yl)phenyl)-2-methylpropanamide C1(CC1)S(=O)(=O)NC1=NC=CC(=N1)C(C(=O)NC1=CC=C(C=C1)C1=NC(=CN=C1)N(C)C)(C)C